4-((S)-4-acryloyl-2-methylpiperazin-1-yl)-6-fluoro-7-(2-fluoro-6-hydroxyphenyl)-1-(2-(isopropylsulfonyl)phenyl)pyridino[2,3-d]pyrimidin-2(1H)-one C(C=C)(=O)N1C[C@@H](N(CC1)C=1C2=C(N(C(N1)=O)C1=C(C=CC=C1)S(=O)(=O)C(C)C)N=C(C(=C2)F)C2=C(C=CC=C2O)F)C